tert-butyl (7'-fluoro-2'-methylspiro[cyclopentane-1,3'-indol]-5'-yl)carbamate FC=1C=C(C=C2C3(C(=NC12)C)CCCC3)NC(OC(C)(C)C)=O